2-(4-chloro-3-fluorophenoxy)-N-[3-hydroxy-4-(5-sulfanyl-1,3,4-oxadiazol-2-yl)bicyclo[2.2.2]octan-1-yl]acetamide ClC1=C(C=C(OCC(=O)NC23CC(C(CC2)(CC3)C=3OC(=NN3)S)O)C=C1)F